di(tridecyl) ketone C(CCCCCCCCCCCC)C(=O)CCCCCCCCCCCCC